(4-(4-((2,3-dihydrobenzo[b][1,4]dioxin-6-yl)amino)quinolin-6-yl)-3-fluorophenyl)(4-methylpiperazin-1-yl)methanone O1C2=C(OCC1)C=C(C=C2)NC2=CC=NC1=CC=C(C=C21)C2=C(C=C(C=C2)C(=O)N2CCN(CC2)C)F